C(C)C=1C(=NC2=CN=C(C(=C2C1)O)C(=O)OC(C)(C)C1=NC(=CC=C1)N1C(=CC2=C1N=C(N=C2)Cl)C)OC2=CC=C(C=C2)Cl 2-(6-(2-chloro-6-methyl-7H-pyrrolo[2,3-d]pyrimidin-7-yl)pyridin-2-yl)propan-2-ol ethyl-2-(4-chlorophenoxy)-5-hydroxy-1,7-naphthyridine-6-carboxylate